BrC1=CC=C(C=C1)C(CCC(=O)OC(C)(C)C)C#N tert-butyl 4-(4-bromophenyl)-4-cyano-butanoate